5-[6-amino-1-[(2-fluoro-4-nitro-phenyl)methyl]pyrazolo[3,4-d]pyrimidine-4-yl]pyridine-3-carbonitrile NC1=NC(=C2C(=N1)N(N=C2)CC2=C(C=C(C=C2)[N+](=O)[O-])F)C=2C=C(C=NC2)C#N